Cl.C(C)OC(C=O)=O 2-oxoacetic acid ethyl ester hydrochloride